C[C@H]1N(CCOC1)C1=C2N=CN(C2=NC(=N1)C#CC=1N(C=C(N1)C=1C=NC=CC1)COCC[Si](C)(C)C)C (R)-3-Methyl-4-(9-methyl-2-((4-(pyridin-3-yl)-1-((2-(trimethylsilyl)ethoxy)methyl)-1H-imidazol-2-yl)ethynyl)-9H-purin-6-yl)morpholine